CC(C)C(=C)CC[C@@H](C)[C@H]1CC[C@H]2C3=CCC4C[C@H](CC[C@]4(C)[C@H]3CC[C@]12C)O ergosta-7,24(28)-dien-3beta-ol